4-((8-azabicyclo[3.2.1]octan-3-yloxy)methyl)-5-cyclopropyl-3-(2-(difluoro-methoxy)phenyl)isoxazole C12CC(CC(CC1)N2)OCC=2C(=NOC2C2CC2)C2=C(C=CC=C2)OC(F)F